C(C)(C)(C)OC(CCNCC=1C=C2CCCN(C2=CC1)C1=NOC(=N1)C1CC2CCCCC2CC1)=O 3-(((1-(5-(decalin-2-yl)-1,2,4-oxadiazole-3-yl)-1,2,3,4-tetrahydroquinolin-6-yl)methyl)amino)propionic acid tert-butyl ester